N5-cyclopropyl-N3-methyl-2-oxo-1-(1-(m-tolyl)ethyl)-1,2-dihydropyridine-3,5-dicarboxamide C1(CC1)NC(=O)C=1C=C(C(N(C1)C(C)C=1C=C(C=CC1)C)=O)C(=O)NC